2-(dimethyl-(oxo)-lambda6-sulfanyl)-1-(4-methoxyphenyl)ethan-1-one CS(CC(=O)C1=CC=C(C=C1)OC)(=O)C